tert-butyl (E)-3-(3,5-difluoro-4-((1R,3R)-2-(2-fluoro-2-methylpropyl)-3-methyl-2,3,4,9-tetrahydro-1H-pyrido[3,4-b]indol-1-yl)phenyl)acrylate FC=1C=C(C=C(C1[C@H]1N([C@@H](CC2=C1NC1=CC=CC=C21)C)CC(C)(C)F)F)/C=C/C(=O)OC(C)(C)C